FC1([C@H](C1)N1N=CC=2C1=NC(=CC2)NC(C2=C(C=C(C=C2)I)N2CCC1(CC1)CC2)=O)F (S)-N-(1-(2,2-difluorocyclopropyl)-1H-pyrazolo[3,4-b]pyridin-6-yl)-4-iodo-2-(6-azaspiro[2.5]octan-6-yl)benzamide